N-(1-(3-chloro-phenyl)-2-hydroxy-ethyl)-1-(5-methyl-2-(phenyl-amino)pyridin-4-yl)-1H-imidazole-4-carboxamide ClC=1C=C(C=CC1)C(CO)NC(=O)C=1N=CN(C1)C1=CC(=NC=C1C)NC1=CC=CC=C1